N-[(4S)-7-chloro-6-(2,6-difluorophenyl)-4-methyl-8-(trifluoromethyl)-4H-[1,2,4]triazolo[1,5-a][1,4]benzodiazepin-2-yl]-3-oxa-6-azabicyclo[3.1.1]heptane-6-carboxamide ClC1=C(C=CC2=C1C(=N[C@H](C=1N2N=C(N1)NC(=O)N1C2COCC1C2)C)C2=C(C=CC=C2F)F)C(F)(F)F